NC(CNC(CN)C)C N2-(2-aminopropyl)propane-1,2-diamine